(R)-(2-(2-(methylamino)-1H-benzo[d]imidazol-1-yl)-4-(3-methylmorpholino)thieno[3,2-d]pyrimidin-7-yl)diethylphosphine oxide CNC1=NC2=C(N1C=1N=C(C3=C(N1)C(=CS3)P(CC)(CC)=O)N3[C@@H](COCC3)C)C=CC=C2